7-[2-Chloro-4-(trifluoromethoxy)phenyl]-8-[4-[(3S)-1-(3-fluoropropyl)pyrrolidin-3-yl]oxyphenyl]-5,6-dihydronaphthalin-2-ol ClC1=C(C=CC(=C1)OC(F)(F)F)C=1CCC=2C=CC(=CC2C1C1=CC=C(C=C1)O[C@@H]1CN(CC1)CCCF)O